5-Isopentyloxyquinoline-3,4-diamine C(CC(C)C)OC1=C2C(=C(C=NC2=CC=C1)N)N